1-(tetrahydrofuran-3-yl)ethan-1-ol O1CC(CC1)C(C)O